dimethoxyphenylthioglycolic acid COSC(C(=O)O)(C1=CC=CC=C1)OC